S(=O)(=O)([O-])[O-].[Fe+2].ClC=1C(=NC=CC1)C1=NC(=C(C(=C1Cl)N)Cl)Cl Tetra-chloro-4-amino-2,2-bipyridyl iron sulfate